(4-((4-phenylbutan-2-yl)carbamoyl)phenyl)carbamic acid tert-butyl ester C(C)(C)(C)OC(NC1=CC=C(C=C1)C(NC(C)CCC1=CC=CC=C1)=O)=O